ethyl 6-(3,5-dimethyl-1H-pyrazol-1-yl)-4-methylpyridazine-3-carboxylate CC1=NN(C(=C1)C)C1=CC(=C(N=N1)C(=O)OCC)C